O=C1NC(CC[C@@H]1C1=CC=C2CCN(CC2=C1)CC1CCN(CC1)C(=O)OC(C)(C)C)=O |r| rac-tert-butyl 4-({7-[(3R)-2,6-dioxopiperidin-3-yl]-3,4-dihydro-1H-isoquinolin-2-yl}methyl)piperidine-1-carboxylate